C(C)(C)(C)OC(=O)NC1=CC2=CN(N=C2C=C1C(=O)OC)C1CCC(CC1)CO Methyl 5-(tert-butoxycarbonylamino)-2-[4-(hydroxymethyl)cyclohexyl]indazole-6-carboxylate